N,N-dimethyl-β-ethoxypropionamide CN(C(CCOCC)=O)C